5-[3-(1-methyl-1H-indol-3-yl)-1,2,4-oxadiazol-5-yl]-2-[(propan-2-yl)amino]benzonitrile CN1C=C(C2=CC=CC=C12)C1=NOC(=N1)C=1C=CC(=C(C#N)C1)NC(C)C